5,7-dihydroxy-2-(4-hydroxyphenyl)-8-((4-phenyl-3,6-dihydropyridin-1(2H)yl)methyl)-4H-benzopyran-4-one OC1=CC(=C(C2=C1C(C=C(O2)C2=CC=C(C=C2)O)=O)CN2CCC(=CC2)C2=CC=CC=C2)O